4-((2S)-3-(1-((5-((R)-1,2-dithiolan-3-yl)pentanoyl)oxy)ethoxy)-2-((S)-4-methyl-2-(2-(o-tolyloxy)acetamido)pentanamido)-3-oxopropyl)phenyl 4-carbamoylpiperidine-1-carboxylate C(N)(=O)C1CCN(CC1)C(=O)OC1=CC=C(C=C1)C[C@@H](C(=O)OC(C)OC(CCCC[C@H]1SSCC1)=O)NC([C@H](CC(C)C)NC(COC1=C(C=CC=C1)C)=O)=O